ClC1=C(C(=C(C=C1)CO)OC)F (4-chloro-3-fluoro-2-methoxy-phenyl)methanol